C=C(C)C=1C=C(N)C=C(C1)C(F)(F)F 3-(prop-1-en-2-yl)-5-(trifluoromethyl)aniline